3-(2,5-dichlorothiophen-3-yl)-2-oxopropanoic acid ClC=1SC(=CC1CC(C(=O)O)=O)Cl